CN(C/C=C/C(=O)NC1CN(CC1)C1=NN(C=2C1=NC=CC2)C2=CC=C(C=C2)C(F)(F)F)C (E)-4-(dimethylamino)-N-(1-(1-(4-(trifluoromethyl)phenyl)-1H-pyrazolo[4,3-b]pyridin-3-yl)pyrrolidin-3-yl)but-2-enamide